FC(S(=O)(=O)[O-])(F)F.FC=1C=C2C=CC(=[N+](C2=CC1)C)C=CC1=C2C=CC=NC2=C(C=C1)O 6-Fluoro-2-[2-(8-hydroxyquinolin-5-yl)-vinyl]-1-methylquinolinium trifluoromethanesulfonate